6-[(2-methoxyethoxy)methyl]-1H-indole-2-carboxylic acid COCCOCC1=CC=C2C=C(NC2=C1)C(=O)O